N-(3-{6-azaspiro[2.5]octane-6-yl}-4-{4-[2-(4,4-difluoropiperidin-1-yl)-6-[(oxan-4-yl)amino]pyrimidin-4-yl]-1H-1,2,3-triazol-1-yl}phenyl)-2-hydroxyethane-1-sulfonamide C1CC12CCN(CC2)C=2C=C(C=CC2N2N=NC(=C2)C2=NC(=NC(=C2)NC2CCOCC2)N2CCC(CC2)(F)F)NS(=O)(=O)CCO